Cl.COCCOC=1C=C2CNCC2=CC1 5-(2-Methoxyethoxy)isoindoline hydrochloride